C(=O)O.COC1=C(C=CC(=C1)C(F)(F)F)C1=C2C(=C(N=N1)N[C@H]1CN(CCC1)C)N(N=C2)C 4-[2-methoxy-4-(trifluoromethyl)phenyl]-1-methyl-N-[(3R)-1-methyl-3-piperidinyl]pyrazolo[3,4-d]pyridazin-7-amine formate salt